Cl.N[C@H](C(=O)OC)CC1=CC=C(C=2N1C=CN2)C=2C(N(C(=CC2C(F)(F)F)C)C)=O methyl (S)-2-amino-3-(8-(1,6-dimethyl-2-oxo-4-(trifluoromethyl)-1,2-dihydropyridin-3-yl)imidazo[1,2-a]pyridin-5-yl)propanoate hydrochloride